1-(4-(1H-1,2,3-triazol-5-yl)piperidin-1-yl)-3-(2-((2,3-dihydro-1H-inden-2-yl)amino)pyrimidin-5-yl)propan-1-one N1N=NC=C1C1CCN(CC1)C(CCC=1C=NC(=NC1)NC1CC2=CC=CC=C2C1)=O